[OH-].C(C)(=O)OC=C vinyl acetate hydroxide